C(C)(C)(C)C1=C(C(=CC(=C1)CCCC)C(C)(C)C)O 2,6-di-t-butyl-4-n-butylphenol